FC=1C(=NC=CC1)C1(CCC1)CNC1=NC=C(C=N1)N1N=CC(=C1)C(=O)N 1-[2-({[(3-fluoro-2-pyridyl)cyclobutyl]methyl}amino)pyrimidin-5-yl]pyrazole-4-carboxamide